COC=1C=C(C=CC1NCC#CC1=C(C2=C(S1)C(=CC=C2)NC2[C@H]1COC[C@@H]2CN(C1)C)CC(F)(F)F)P(C)(C)=O (3-methoxy-4-((3-(7-(((1S,5R)-7-methyl-3-oxa-7-azabicyclo[3.3.1]nonan-9-yl)amino)-3-(2,2,2-trifluoroethyl)benzo[b]thiophen-2-yl)prop-2-yn-1-yl)amino)phenyl)dimethylphosphine oxide